N-(5-cyano-4-((2-methoxyethyl)amino)pyridin-2-yl)-5-formyl-6-(furan-2-yl)-1-methyl-1H-pyrrolo[3,2-b]pyridine-3-carboxamide C(#N)C=1C(=CC(=NC1)NC(=O)C1=CN(C=2C1=NC(=C(C2)C=2OC=CC2)C=O)C)NCCOC